N-(4-(4-amino-7-cyano-3-(3-fluoro-4-((4-methylpyrimidin-2-yl)oxy)phenyl)-1-methyl-1H-pyrrolo[3,2-c]pyridin-2-yl)phenyl)methacrylamide NC1=NC=C(C2=C1C(=C(N2C)C2=CC=C(C=C2)NC(C(=C)C)=O)C2=CC(=C(C=C2)OC2=NC=CC(=N2)C)F)C#N